1-[(S)-2-hydroxy-1,2-dimethylpropyl]-3-{[4-(2-amino-6-fluoro-8-methoxy-4-quinazolinyl)-1H-1,2,3-triazol-1-yl]methyl}-1H-pyridin-2-one OC([C@H](C)N1C(C(=CC=C1)CN1N=NC(=C1)C1=NC(=NC2=C(C=C(C=C12)F)OC)N)=O)(C)C